7-hydroxy-2-(methoxymethyl)-2-methyl-5-pentyl-1,3-benzodioxin-4-one OC=1C=C(C2=C(OC(OC2=O)(C)COC)C1)CCCCC